BrCC1=CC(=NC(=N1)N1N=C(C=C1)C(F)(F)F)NC1CCC(CC1)(F)F 6-(bromomethyl)-N-(4,4-difluorocyclohexyl)-2-(3-(trifluoromethyl)-1H-pyrazol-1-yl)pyrimidin-4-amine